3-(4-tert-butyl-phenyl)propanal C(C)(C)(C)C1=CC=C(C=C1)CCC=O